COCCCN(C(=O)C=1C=C2N=C(C=NC2=CC1)C=1C=C2C=CN(C(C2=CC1)=O)C)C N-(3-methoxypropyl)-N-methyl-3-(2-methyl-1-oxo-1,2-dihydro-6-isoquinolinyl)-6-quinoxalinecarboxamide